NC1=C(C(=C(CNC(OC(C)(C)C)=O)C=C1)F)C tert-butyl (4-amino-2-fluoro-3-methylbenzyl)carbamate